FC=1C=CC=C2[C@@H](N(C(=NC12)N1CCN(CC1)C1=CC(=CC=C1)OC)C1=C(C=CC(=C1)C(F)(F)F)OC)CC(=O)O (4S)-{8-fluoro-2-[4-(3-methoxyphenyl)piperazin-1-yl]-3-[2-methoxy-5-(trifluoromethyl)phenyl]-3,4-dihydroquinazolin-4-yl}acetic acid